ethyl 8-(3,5-dichlorophenyl)-4-(dimethylamino)-1,7-naphthyridine-3-carboxylate ClC=1C=C(C=C(C1)Cl)C=1N=CC=C2C(=C(C=NC12)C(=O)OCC)N(C)C